C(C)(C)(C)OC(CC(CC(C)(C)NC(=O)OC(C)(C)C)=O)=O.BrC=1C=C(C=CC1)N(S(=O)(=O)CC)CC1=NC=C(C=C1)C=1OC(=NN1)C(F)F N-(3-bromophenyl)-N-((5-(5-(difluoromethyl)-1,3,4-oxadiazol-2-yl)pyridin-2-yl)methyl)ethanesulfonamide tert-butyl-5-((tert-butoxycarbonyl)amino)-5-methyl-3-oxohexanoate